1,1,1,3,3,3-hexafluoropropan-2-yl (R)-1-(phenylcarbamoyl)-6-azaspiro[2.5]octane-6-carboxylate C1(=CC=CC=C1)NC(=O)[C@@H]1CC12CCN(CC2)C(=O)OC(C(F)(F)F)C(F)(F)F